(S)-ethyl({1-[3-({2-[(3R,4S)-3-fluoro-4-methoxypiperidin-1-yl]pyrimidin-4-yl}amino)-5-(propan-2-yl)isoquinolin-8-yl]azetidin-3-yl}methyl)imino-λ6-sulfanone C(C)S(=O)=NCC1CN(C1)C=1C=CC(=C2C=C(N=CC12)NC1=NC(=NC=C1)N1C[C@H]([C@H](CC1)OC)F)C(C)C